COC1CN(C1)C=1N=C2C(=NC1)NC=CC2=O 2-(3-methoxyazetidin-1-yl)-8-oxo-5H,8H-pyrido[2,3-b]pyrazin